S1C(=NC2=C1C=CC=C2)NC(=O)C=2C=CC=C1CCN(CC21)C2=CC=C(C(=N2)C(=O)O)C=2C=NN(C2)CC21CC3(CC(CC(C2)C3)C1)O 6-[8-(1,3-benzothiazol-2-ylcarbamoyl)-3,4-dihydroisoquinolin-2(1H)-yl]-3-(1-{[3-hydroxytricyclo[3.3.1.13,7]dec-1-yl]methyl}-1H-pyrazol-4-yl)pyridine-2-carboxylic acid